4-{[3-(8-{2-[(3R,5R)-3,5-dimethylmorpholine-4-carbonyl]-4-fluorophenyl}-1-fluoro-3-methylimidazo[1,5-a]pyridin-6-yl)azetidin-1-yl]methyl}piperidine-1-carboxylic acid tert-butyl ester C(C)(C)(C)OC(=O)N1CCC(CC1)CN1CC(C1)C=1C=C(C=2N(C1)C(=NC2F)C)C2=C(C=C(C=C2)F)C(=O)N2[C@@H](COC[C@H]2C)C